(R,E)-N-(1-(3,4-dimethoxyphenyl)ethyl)-3-(5-(3-(dimethylamino)phenyl)-1H-pyrrolo[2,3-b]pyridin-3-yl)acrylamide COC=1C=C(C=CC1OC)[C@@H](C)NC(\C=C\C1=CNC2=NC=C(C=C21)C2=CC(=CC=C2)N(C)C)=O